2-butyl-8-methoxy-2-methyl-2,3-dihydro-4H-benzo[e][1,3]oxazin-4-one C(CCC)C1(OC2=C(C(N1)=O)C=CC=C2OC)C